P(=O)([O-])(O)O.[Na+] Mononatrium orthophosphat